C1(CC1)C1=C(C(=NO1)C1=C(C=NC=C1Cl)Cl)COC12CCC(CC1)(CC2)COC2=CC=C1C=CN=C(C1=C2)CC 7-((4-((5-Cyclopropyl-3-(3,5-dichloropyridin-4-yl)isoxazol-4-yl)methoxy)bicyclo[2.2.2]octan-1-yl)methoxy)-1-ethylisochinolin